methyl 5-((2,2-dimethyl-4,7,10,13-tetraoxo-3-oxa-5,8,11,14-tetraazahexadecan-16-yl)carbamoyl)-2-(2-(4-fluorophenyl)butanamido)-4-methylthiophene-3-carboxylate CC(C)(OC(NCC(NCC(NCC(NCCNC(=O)C1=C(C(=C(S1)NC(C(CC)C1=CC=C(C=C1)F)=O)C(=O)OC)C)=O)=O)=O)=O)C